(E)-2-(methoxyimino)-3-phenylpropionic acid CO\N=C(\C(=O)O)/CC1=CC=CC=C1